COC(=O)C1(OCCC1)C(NC1=CC(=CC(=C1)Cl)Cl)=O 2-[(3,5-dichlorophenyl)carbamoyl]Tetrahydrofuran-2-carboxylic acid methyl ester